tert-Butyl 4-((4,4,5,5-tetramethyl-1,3,2-dioxaborolan-2-yl)methyl)piperidine-1-carboxylate CC1(OB(OC1(C)C)CC1CCN(CC1)C(=O)OC(C)(C)C)C